2-(6,7-dihydro-5H-cyclopenta[b]pyridine-3-carboxamido)-2-methylpropyl 2-(trifluoromethyl)benzoate FC(C1=C(C(=O)OCC(C)(C)NC(=O)C=2C=C3C(=NC2)CCC3)C=CC=C1)(F)F